tert-Butyl (NE)-N-[(4S)-4-{2-chloro-3-[(6-methylpyridin-3-yl)amino]phenyl}-4-methyl-1-[(2SR,4RS)-2-methyltetrahydropyran-4-yl]-6-oxohexahydropyrimidin-2-ylidene]-carbamate ClC1=C(C=CC=C1NC=1C=NC(=CC1)C)[C@]1(N/C(/N(C(C1)=O)[C@H]1C[C@@H](OCC1)C)=N\C(OC(C)(C)C)=O)C |&1:22,24|